quinolin-6-yl-1-(cyclohexylmethyl)-1H-indole N1=CC=CC2=CC(=CC=C12)C=1N(C2=CC=CC=C2C1)CC1CCCCC1